ClC=1C=C(C=NC1)C1=NC(=C2N=CN(C2=N1)[C@H]1[C@@H]([C@@H]([C@H](O1)C(=O)NC([2H])([2H])[2H])O)O)NCC1=CC(=CC=C1)CC (2S,3S,4R,5R)-5-(2-(5-chloropyridin-3-yl)-6-((3-ethylbenzyl)amino)-9H-purin-9-yl)-3,4-dihydroxyl-N-(methyl-d3)-tetrahydrofuran-2-carboxamide